trans-3-oxo-2-(cis-2-pentenyl)-cyclopentaneacetic acid methyl ester COC(C[C@H]1[C@@H](C(CC1)=O)C\C=C/CC)=O